C(C)C=1N=C2N(CCCC2)C1C(=O)C1=CC=C(C=C1)O (2-ethyl-5,6,7,8-tetrahydroimidazo[1,2-a]pyridin-3-yl)(4-hydroxyphenyl)methanone